3-Bromo-5-fluorobenzofuran BrC1=COC2=C1C=C(C=C2)F